C(\C=C\C(=O)O)(=O)O.CN(CC(CC(C(C)C)N1CC2(C1)CN(CC2)C=2N=CN=NC2OC2=C(C(=O)N(C(C)C)C(C)C)C=C(C=C2)F)O)C 2-((5-(2-((3x-S,5x-S)-6-(dimethylamino)-5-hydroxy-2-methylhexan-3-yl)-2,6-diazaspiro[3.4]oct-6-yl)-1,2,4-triazin-6-yl)oxy)-5-fluoro-N,N-diisopropylbenzamide fumarate